N-(1,1-bis(4-methoxyphenyl)ethyl)-2-oxo-6-(trifluoromethyl)-1,2-dihydropyridine-3-carboxamide COC1=CC=C(C=C1)C(C)(C1=CC=C(C=C1)OC)NC(=O)C=1C(NC(=CC1)C(F)(F)F)=O